2-(3,4-dimethoxyphenyl)-7-(1'-isobutyl-[1,4'-bipiperidin]-4-yl)-5,6,7,8-tetrahydroimidazo[1,2-a]pyridine COC=1C=C(C=CC1OC)C=1N=C2N(CCC(C2)C2CCN(CC2)C2CCN(CC2)CC(C)C)C1